BrC1=C(C=C(C=C1)C1=NN=C(O1)N(C)C)COC 5-(4-bromo-3-(methoxymethyl)phenyl)-N,N-dimethyl-1,3,4-oxadiazol-2-amine